N-[5-(2-chloro-6-methyl-4-pyridyl)-4-(3-cyanophenyl)thiazol-2-yl]-3-(1-hydroxy-1-methyl-ethyl)morpholine-4-carboxamide ClC1=NC(=CC(=C1)C1=C(N=C(S1)NC(=O)N1C(COCC1)C(C)(C)O)C1=CC(=CC=C1)C#N)C